1-(5-isobutyl-4-(thiophen-2-yl)thiazol-2-yl)piperidine-3-carboxylic acid C(C(C)C)C1=C(N=C(S1)N1CC(CCC1)C(=O)O)C=1SC=CC1